(S)-2-(3-aminopropionamido)-3-(1H-imidazol-5-yl)propionic acid Zinc [Zn].NCCC(=O)N[C@H](C(=O)O)CC1=CN=CN1